benzyl (1-methyl-2-oxabicyclo[2.1.1]hexan-4-yl)carbamate CC12OCC(C1)(C2)NC(OCC2=CC=CC=C2)=O